C(=O)(O)C(CC=1N(C=NC1)CC1=CC(=CC(=C1)Cl)Cl)NC(C(=O)O)CC(C)C 2-[1-carboxy-2-[3-(3,5-dichlorobenzyl)-3H-imidazol-4-yl]-ethylamino]-4-methylpentanoic acid